2,2-dichloro-N-[1-(4-chlorophenyl)-ethyl]-1-ethyl-3-methyl-cyclopropanecarboxamide ClC1(C(C1C)(C(=O)NC(C)C1=CC=C(C=C1)Cl)CC)Cl